COC(C1=NC=CC(=C1)C=1NC2=CC=C(C=C2C1C)C1CCN(CC1)CCNC)=O 4-(3-methyl-5-(1-(2-(methylamino)ethyl)piperidin-4-yl)-1H-indol-2-yl)picolinic acid methyl ester